N-(2-(6,7-difluoro-1H-indol-3-yl)ethyl)-N-methylprop-2-en-1-amine FC1=CC=C2C(=CNC2=C1F)CCN(CC=C)C